5-(r-chloro-2-hydroxy-3-methoxybenzylidene-amino)-11-ethylidene-7-methyl-1,2,5,6,9,10-hexahydro-5,9-methanocycloocta[b]pyridin-2-one ClC(C1=C(C(=CC=C1)OC)O)=NC12CC(=CC(CC=3NC(C=CC31)=O)C2=CC)C